1-((S)-7-((3R,4S)-4-(2-chlorophenyl)-6,6-dimethyltetrahydro-2H-pyran-3-carbonyl)-1-(difluoromethyl)-2,7-diazaspiro[3.5]nonan-2-yl)prop-2-en-1-one ClC1=C(C=CC=C1)[C@@H]1[C@H](COC(C1)(C)C)C(=O)N1CCC2(CN([C@@H]2C(F)F)C(C=C)=O)CC1